1-(3-(3,3-difluoropiperidin-1-yl)propyl)-3-isothiocyanato-5-(trifluoromethyl)pyridin-2(1H)-one FC1(CN(CCC1)CCCN1C(C(=CC(=C1)C(F)(F)F)N=C=S)=O)F